COC=1C(=CC2=C(N=C(N2)C2=C(C=CC=C2)F)C1)NC=1SC=NN1 N-(6-methoxy-2-(2-fluorophenyl)-5-benzimidazolyl)-1,3,4-thiadiazol-2-amine